FC(OC1=C(C=CC(=C1)C(F)(F)F)C=1C=2N(C(=NN1)NC[C@H]1OCCC1)C=CC2)F 1-[2-(difluoromethoxy)-4-(trifluoromethyl)phenyl]-N-{[(2S)-oxolan-2-yl]methyl}pyrrolo[1,2-d][1,2,4]triazin-4-amine